methyl (2S)-2-(tert-butoxycarbonylamino)-3-[(2R)-3-oxo-4H-pyrido[4,3-b][1,4]oxazin-2-yl]propanoate C(C)(C)(C)OC(=O)N[C@H](C(=O)OC)C[C@@H]1C(NC2=C(O1)C=CN=C2)=O